ClC1=CC=C(C(=N1)S(=O)(=O)N)O[C@H](C)C=1C=C(C=C2C(C(=C(OC12)C=1C=CC=2C(N1)=CN(N2)C)C)=O)C 6-Chloro-3-[(1R)-1-[3,6-dimethyl-2-(2-methylpyrazolo[4,3-b]pyridin-5-yl)-4-oxo-chromen-8-yl]ethoxy]pyridine-2-sulfonamide